methyl 2-((2-(allyloxy)-4-fluorophenyl) amino)-4-(trifluoromethyl)-benzoate C(C=C)OC1=C(C=CC(=C1)F)NC1=C(C(=O)OC)C=CC(=C1)C(F)(F)F